3-iodo-1H-pyrazolo[3,4-c]pyridine IC1=NNC2=CN=CC=C21